benzyl (R)-3,3-difluoro-5-(2-methoxy-2-oxoethyl)piperidine-1-carboxylate FC1(CN(C[C@@H](C1)CC(=O)OC)C(=O)OCC1=CC=CC=C1)F